2-(2',4'-difluorophenyl)-4-methylpyridine FC1=C(C=CC(=C1)F)C1=NC=CC(=C1)C